p-isopropylaniline CC(C)C1=CC=C(C=C1)N